O=C1C2CCCC(CC1)N2C(=O)[O-] 2-oxo-9-azabicyclo[3.3.1]nonane-9-carboxylate